tert-butyl (S)-5-oxo-1-(4-(5-(trifluoromethyl)-1,2,4-oxadiazol-3-yl)phenyl)pyrrolidine-2-carboxylate O=C1CC[C@H](N1C1=CC=C(C=C1)C1=NOC(=N1)C(F)(F)F)C(=O)OC(C)(C)C